(1-(4-cyano-5-iodo-7H-pyrrolo[2,3-d]pyrimidin-2-yl)-4-phenylpiperidin-4-yl)carbamic acid tert-butyl ester C(C)(C)(C)OC(NC1(CCN(CC1)C=1N=C(C2=C(N1)NC=C2I)C#N)C2=CC=CC=C2)=O